(1-((6-(trifluoromethoxy)pyridin-3-yl)carbamoyl)-2-oxabicyclo[2.2.2]oct-4-yl)carbamic acid tert-butyl ester C(C)(C)(C)OC(NC12COC(CC1)(CC2)C(NC=2C=NC(=CC2)OC(F)(F)F)=O)=O